C(C)C(C(=O)OCCNC1COC1)CNC(=O)C=1N(C=C(N1)NC(=O)C=1N(C=C(C1)NC(CCNC(=O)OC(C)(C)C)=O)C)C 2-(oxetan-3-ylamino)ethan-1-ol Ethyl-3-{[4-(4-{3-[(tert-butoxycarbonyl)amino]propanamido}-1-methylpyrrole-2-amido)-1-methylimidazol-2-yl]formamido}propanoate